C(C=C)(=O)OCCO 2-hydroxylethyl acrylate